5-(3H-[1,2,3]triazolo[4,5-b]pyridin-5-yl)-N-(4-(1-cyclopropoxyethyl)-phenyl)-2-fluorobenzamide N1=NNC2=NC(=CC=C21)C=2C=CC(=C(C(=O)NC1=CC=C(C=C1)C(C)OC1CC1)C2)F